C1(CC1)N1C(=NC2=NC=C(C=C21)C=2C=CN1N=CN=C(C12)OCCOC(C)C)C 1-cyclopropyl-6-(4-(2-isopropoxyethoxy)pyrrolo[2,1-f][1,2,4]triazin-5-yl)-2-methylimidazo[4,5-b]pyridine